(3-(4,6-di(pyridin-2-yl)-1,3,5-triazin-2-yl)phenyl)boronic acid N1=C(C=CC=C1)C1=NC(=NC(=N1)C1=NC=CC=C1)C=1C=C(C=CC1)B(O)O